FC1=C(COC2=CC=3C[C@@H]4[C@H](C3C=C2)[C@H]4C(=O)OCC)C=C(C=C1)C1=C(C4=C(N=C(S4)C4=CC=NC=C4)C=C1)C (1S,1aS,6aR)-4-((2-fluoro-5-(7-methyl-2-(pyridin-4-yl)benzo[d]thiazol-6-yl)benzyl)oxy)-1,1a,6,6a-tetrahydrocyclopropa[a]indene-1-carboxylic acid, ethyl ester